[6-(2,2,2-trifluoroethoxy)pyridin-3-yl]methanol FC(COC1=CC=C(C=N1)CO)(F)F